tert-Butyl 3-(hydroxymethyl)-7,8-dihydropyrido[4,3-c]pyridazine-6(5H)-carboxylate OCC1=CC2=C(N=N1)CCN(C2)C(=O)OC(C)(C)C